(7-((3,6-Dimethylpyridin-2-yl)oxy)-2-azaspiro[3.5]nonan-2-yl)((1s,3s)-3-hydroxy-3-methylcyclobutyl)methanon CC=1C(=NC(=CC1)C)OC1CCC2(CN(C2)C(=O)C2CC(C2)(C)O)CC1